5-bromo-3-(((tert-butyldimethylsilyl)oxy)methyl)pyrazolo[1,5-a]pyridine BrC1=CC=2N(C=C1)N=CC2CO[Si](C)(C)C(C)(C)C